NC1CCN(CC1)C1=CN=C(C(=N1)C1=CC(=C(C#N)C=C1)F)C1=CC2=C(N(C=N2)CC)C(=C1F)F 4-[6-(4-aminopiperidin-1-yl)-3-(1-ethyl-6,7-difluorobenzimidazol-5-yl)pyrazin-2-yl]-2-fluorobenzonitrile